[1-(4-phenylsulfonylbenzoyl) heptylideneamino] benzoate C(C1=CC=CC=C1)(=O)ON=C(CCCCCC)C(C1=CC=C(C=C1)S(=O)(=O)C1=CC=CC=C1)=O